2-(3-bromo-2-fluorophenyl)propan-2-olSulfonyl-benzamide BrC=1C(=C(C=CC1)C(CS(=O)(=O)C1=C(C(=O)N)C=CC=C1)(C)O)F